BrC1=CC(=CC=2O[C@H](COC21)COC2=CC=C(C=C2)[C@H](CC(=O)O)C#CC)Cl (S)-3-(4-(((S)-5-bromo-7-chloro-2,3-dihydrobenzo[b][1,4]dioxin-2-yl)methoxy)phenyl)-4-hexynoic acid